ON([C@@H]1[C@H](CCCC1)N(C(C(C1=CC=CC=C1)C1=CC=CC=C1)=O)O)C(C(C1=CC=CC=C1)C1=CC=CC=C1)=O (1S,2S)-N,N'-dihydroxyl-N,N'-bis(diphenylacetyl)cyclohexane-1,2-diamine